C(C)OP(=O)(OCC)O.S1NC=CC=C1 thiazine diethyl-phosphate